3,5-DIBROMO-1-(3-NITROPHENYL)-1H-PYRAZOLE-4-CARBOXALDEHYDE BrC1=NN(C(=C1C=O)Br)C1=CC(=CC=C1)[N+](=O)[O-]